5-ethoxy-3-methyl-1H-pyrazole C(C)OC1=CC(=NN1)C